CO[Co](OC)(OC)OC tetramethoxy-cobalt